Ethyl 2-(4-((4-(5-ethylpyridin-2-yl) piperazin-1-yl) methyl)-2,6-dimethylphenoxy)-2-methylpropionate C(C)C=1C=CC(=NC1)N1CCN(CC1)CC1=CC(=C(OC(C(=O)OCC)(C)C)C(=C1)C)C